C(N)(=N)N1CCN(CC1)C1=CC=C(C=C1)NC(=O)C1=NC=C(C=C1)C(=O)NC1=CC=C(C=C1)N1CCN(CC1)C(N)=N N2,N5-bis(4-(4-carbamimidoylpiperazin-1-yl)phenyl)pyridine-2,5-dicarboxamide